C12(CC3CC(CC(C1)C3)C2)N(C(CN2C(C(=CC=C2)NC(C(CC/C=C/C(=O)OC)NC(=O)C=2OC3=C(C2C)C=CC=C3)=O)=O)=O)C (E)-Methyl 7-(1-(2-(1-adamantyl(methyl)amino)-2-oxoethyl)-2-oxo-1,2-dihydropyridin-3-ylamino)-6-(3-methylbenzofuran-2-carboxamido)-7-oxohept-2-enoat